l-lysyl alcohol N[C@@H](CCCCN)C(=O)O